ClC1=C(C=C(C=C1)F)C1NC(C2=C3C(=CC(=C12)NC(C1=CC(=CC(=C1)C(F)(F)F)F)=O)N(C(N3)=O)CC(F)(F)F)=O N-[6-(2-chloro-5-fluorophenyl)-2,8-dioxo-3-(2,2,2-trifluoroethyl)-1,6,7,8-tetrahydroimidazo[4,5-e]isoindol-5-yl]-3-fluoro-5-(trifluoromethyl)benzamide